ClC1=CC(=C(C(=C1)F)N1N=C(C=C1)C=1C=CC(=C(C1)CNC(OC)=O)C)F methyl N-[[5-[1-(4-chloro-2,6-difluorophenyl)-1H-pyrazol-3-yl]-2-methylphenyl]-methyl]carbamate